(4-(3-(1-methyl-1H-indazol-6-yl)-1,4-dihydrothieno[2',3':4,5]cyclopenta[1,2-c]pyrazol-6-yl)thiazol-2-yl)(morpholino)methanone CN1N=CC2=CC=C(C=C12)C=1C2=C(NN1)C1=C(C2)SC(=C1)C=1N=C(SC1)C(=O)N1CCOCC1